3-[4-[4-[2-(4-Aminocyclohexyl)ethyl]piperazin-1-yl]phenyl]piperidine-2,6-dione NC1CCC(CC1)CCN1CCN(CC1)C1=CC=C(C=C1)C1C(NC(CC1)=O)=O